C1(CC1)C=1C=C(C=C(C1)OCC(F)(F)F)C1(CC1)NC(C[C@@](C)(O)C1=C(C=C(C=C1)F)F)=O (R)-N-(1-(3-cyclopropyl-5-(2,2,2-trifluoroethoxy)phenyl)cyclopropyl)-3-(2,4-difluorophenyl)-3-hydroxybutanamide